C(C)(C)(C)S(=O)NC(C(C)(C)C1=CC(=NC(=C1)C1=CC=C(C=C1)F)C(CNC(OC(C)(C)C)=O)(C)O)C tert-butyl (2-(4-(3-((tert-butylsulfinyl)amino)-2-methylbutan-2-yl)-6-(4-fluorophenyl)pyridin-2-yl)-2-hydroxypropyl)carbamate